(S)-(6-((2-amino-2,4-dimethylpentyl)oxy)-5-(difluoromethyl)-[3,4'-bipyridyl]-2'-yl)carbamic acid methyl ester COC(NC1=NC=CC(=C1)C=1C=NC(=C(C1)C(F)F)OC[C@@](CC(C)C)(C)N)=O